1-((5-cyclopropylisoxazol-3-yl)methyl)-3-(2,6-difluoro-3,5-dimethoxyphenyl)-7-(1,3-dimethyl-1H-pyrazol-4-yl)-3,4-dihydropyrido[4,3-d]pyrimidin-2(1H)-one C1(CC1)C1=CC(=NO1)CN1C(N(CC2=C1C=C(N=C2)C=2C(=NN(C2)C)C)C2=C(C(=CC(=C2F)OC)OC)F)=O